1,3-bis(4-nitrophenyl)thiourea [N+](=O)([O-])C1=CC=C(C=C1)NC(=S)NC1=CC=C(C=C1)[N+](=O)[O-]